FCCCN1CCCC1 (S)-1-(3-fluoropropyl)pyrrolidin